t-butyl-peroxyisopropylbenzene C(C)(C)(C)OOC1=C(C=CC=C1)C(C)C